N1C(=NC2=C1C=CC=C2)CNC2=NC(=NN1C2=NC=C1Br)N1CCOCC1 N-[(1H-benzimidazol-2-yl)methyl]-7-bromo-2-(morpholin-4-yl)imidazo[2,1-f][1,2,4]triazin-4-amine